3-((tert-butyldimethylsilyl)oxy)dodec-5-en-1-ol [Si](C)(C)(C(C)(C)C)OC(CCO)CC=CCCCCCC